CN1C(C=CC(=C1)C=1N=NC(=CC1)NC1C[C@@H]2[C@@H](CN(C2)CC2=NC=CC=C2)C1)=O 1-methyl-5-(6-(((3aR,5s,6aS)-2-(pyridin-2-ylmethyl)octahydrocyclopenta[c]pyrrol-5-yl)amino)pyridazin-3-yl)pyridin-2(1H)-one